BrCCN1N=CN(C1=O)C1=CC(=C(C=C1)OC)OC 2-(2-bromoethyl)-2,4-dihydro-4-(3,4-dimethoxyphenyl)-3H-1,2,4-triazol-3-one